C([C@@H]1[C@H]([C@H](C(O1)C2=NC(=C3C(=N2)N=C(N3)P(=O)(O)O)N)O)O)O phosphoribosyladenine